tert-butyl N-[2,6-difluoro-3-(5-fluoro-2-methoxypyridine-3-sulfonamido)phenyl]-N-[[3-methyl-1-(oxan-2-yl)pyrazolo[3,4-b]pyridin-5-yl]methyl]carbamate FC1=C(C(=CC=C1NS(=O)(=O)C=1C(=NC=C(C1)F)OC)F)N(C(OC(C)(C)C)=O)CC=1C=C2C(=NC1)N(N=C2C)C2OCCCC2